N-(2-((1S,3S,5S)-3-cyano-2-azabicyclo[3.1.0]hex-2-yl)-2-oxoethyl)-6-(1-cyanocyclopropyl)quinoline-4-carboxamide C(#N)[C@H]1N([C@H]2C[C@H]2C1)C(CNC(=O)C1=CC=NC2=CC=C(C=C12)C1(CC1)C#N)=O